N-(4-(1-(6-((1S,4S)-2-oxa-5-azabicyclo[2.2.1]heptan-5-yl)-4-methylpyridin-2-yl)-1H-1,2,3-triazol-4-yl)-3-(6-azaspiro[2.5]octan-6-yl)phenyl)-2-hydroxyethane-1-sulfonamide [C@@H]12OC[C@@H](N(C1)C1=CC(=CC(=N1)N1N=NC(=C1)C1=C(C=C(C=C1)NS(=O)(=O)CCO)N1CCC3(CC3)CC1)C)C2